COCCOCCOCCO triethyleneglycol monomethyl ether